FC1=C(C=CC(=C1)F)C1=C2C(=NC(=C1)C(=O)O)O[C@H](CC2)CF (R)-5-(2,4-difluorophenyl)-2-(fluoromethyl)-3,4-dihydro-2H-pyrano[2,3-b]Pyridine-7-carboxylic acid